C(#N)C1=CC(=C(C=C1)N1CCN(CC1)C(=O)OC(C)(C)C)OC tert-butyl 4-(4-cyano-2-methoxyphenyl)piperazine-1-carboxylate